3-(1-Isobutyl-1H-pyrazolo[4,3-c]pyridin-6-yl)-1H-pyrazol-4-amine C(C(C)C)N1N=CC=2C=NC(=CC21)C2=NNC=C2N